C1(CC1)C1=CC=C(C(N1C1=C(C=C(C=C1)OC)C)=O)C(=O)NC1=CC(=C(C(=C1)F)OC1=C(C=NC2=CC(=C(C=C12)OC)OC)F)F 6-cyclopropyl-N-[3,5-difluoro-4-[(3-fluoro-6,7-dimethoxy-4-quinolyl)oxy]phenyl]-1-(4-methoxy-2-methyl-phenyl)-2-oxo-pyridine-3-carboxamide